5-Chloro-3,6-difluoropyridin-2-amine ClC=1C=C(C(=NC1F)N)F